2-(2-ethoxy-2-oxo-ethyl)-5-methyl-pyrazole-3-carboxylic acid benzyl ester C(C1=CC=CC=C1)OC(=O)C=1N(N=C(C1)C)CC(=O)OCC